C(C)N(C(CC1C2=CC=CC=C2C=2C=CC=C(C2C1)C)=O)CC (-)-N,N-Diethyl-2-(1-methyl-9,10-dihydrophenanthren-9-yl)acetamide